5-((6-((1S,4S)-2-Oxa-5-azabicyclo[2.2.1]heptan-5-yl)imidazo[1,2-b]pyridazin-3-yl)ethynyl)-N-(4-((4-methylpiperazin-1-yl)methyl)-3-(trifluoromethyl)phenyl)nicotinamide [C@@H]12OC[C@@H](N(C1)C=1C=CC=3N(N1)C(=CN3)C#CC=3C=NC=C(C(=O)NC1=CC(=C(C=C1)CN1CCN(CC1)C)C(F)(F)F)C3)C2